imidazo[4,5-d]pyrrolo[2,3-b]pyridine-6(1H)-carboxylate N1C=NC=2C1=C1C(=NC2)N(C=C1)C(=O)[O-]